sodium N-decanoyl-L-valine decanoate C(CCCCCCCCC)(=O)[O-].C(CCCCCCCCC)(=O)N[C@@H](C(C)C)C(=O)O.[Na+]